4-((2-aminonaphthalen-1-yl)methyl)naphthalen-2-amine NC1=C(C2=CC=CC=C2C=C1)CC1=CC(=CC2=CC=CC=C12)N